NCCOCCOCCOCCOC1=CC=C2CC(N(CC2=C1)C([C@H](C(C)(C)C)NC(COC)=O)=O)C(=O)N[C@@H]1CCCC2=CC=CC=C12 7-[2-[2-[2-(2-aminoethoxy)ethoxy]ethoxy]ethoxy]-2-[(2S)-2-[(2-methoxyacetyl)amino]-3,3-dimethyl-butanoyl]-N-[(1R)-tetralin-1-yl]-3,4-dihydro-1H-isoquinoline-3-carboxamide